(R)-1-(4-fluorophenyl)-N-((R)-1,4-oxazepan-6-yl)-3,4-dihydroisoquinoline FC1=CC=C(C=C1)[C@H]1N(CCC2=CC=CC=C12)[C@@H]1CNCCOC1